N(=NC(C#N)(C)C1=CC=CC=C1)C(C#N)(C)C1=CC=CC=C1 2,2'-Azobis(2-phenylpropionitrile)